NC1=C(C(=O)NC(C)C)C=C(C=N1)C1=C(C=C(C=C1)NC([C@@H](O)C1=CC(=CC=C1)CC)=O)C (S)-2-amino-5-(4-(2-(3-ethylphenyl)-2-hydroxyacetamido)-2-methylphenyl)-N-isopropylnicotinamide